2-(2'-ethoxyethoxy)ethanol C(C)OCCOCCO